Pyrazolo[1,5-a]pyridine-6-ol N1=CC=C2N1C=C(C=C2)O